methyl 3-(2,5-difluorobenzenesulfonylamino)-2-fluorobenzoate FC1=C(C=C(C=C1)F)S(=O)(=O)NC=1C(=C(C(=O)OC)C=CC1)F